BrC1=CC=C2C=CC=C(C2=C1)N1C(NC2=C(C1=O)SC(=C2)C2=C(C=CC(=C2)OC)Cl)=O 3-(7-bromonaphthalen-1-yl)-6-(2-chloro-5-methoxyphenyl)thieno[3,2-d]pyrimidine-2,4(1H,3H)-dione